C1(=CC=CC=2C3=CC=CC=C3CC12)COC(=O)N[C@@H](C(C)C)C(=O)O (E)-N-fluorenylmethoxycarbonyl-L-valine